4-iodo-2-methyl-(trifluoromethyl)-1H-imidazole IC=1N=C(N(C1)C(F)(F)F)C